4-(3-(4-(2-azidoacetyl)piperazin-1-yl)prop-1-yn-1-yl)-2-(2,6-dioxopiperidin-3-yl)isoindoline-1,3-dione N(=[N+]=[N-])CC(=O)N1CCN(CC1)CC#CC1=C2C(N(C(C2=CC=C1)=O)C1C(NC(CC1)=O)=O)=O